ClC=1C(=C(C=CC1)NC1=NC=NC2=CC(=C(C=C12)OCC1=CC(=C2C(N(C(C2=C1)=O)C1C(NC(CC1)=O)=O)=O)F)OC)F 6-(((4-((3-chloro-2-fluorophenyl)amino)-7-methoxyquinazolin-6-yl)oxy)methyl)-2-(2,6-dioxopiperidin-3-yl)-4-fluoroisoindoline-1,3-dione